The molecule is a dichlorobenzoyl-CoA having 2,4-dichlorobenzoyl as the S-acyl group. It derives from a benzoyl-CoA and a 2,4-dichlorobenzoic acid. It is a conjugate acid of a 2,4-dichlorobenzoyl-CoA(4-). CC(C)(COP(=O)(O)OP(=O)(O)OC[C@@H]1[C@H]([C@H]([C@@H](O1)N2C=NC3=C(N=CN=C32)N)O)OP(=O)(O)O)[C@H](C(=O)NCCC(=O)NCCSC(=O)C4=C(C=C(C=C4)Cl)Cl)O